1-(tert-Butoxycarbonyl)-4-(1,3-thiazol-2-yl)pyrrolidine-3-carboxylic acid C(C)(C)(C)OC(=O)N1CC(C(C1)C=1SC=CN1)C(=O)O